6,12-dimethoxy-5,11-diphenyl-chrysene COC=1C(=C2C=3C=CC=CC3C(=C(C2=C2C=CC=CC12)C1=CC=CC=C1)OC)C1=CC=CC=C1